(3R,4S)-4-((2-(phenylmethoxy)-2-oxoethyl)(t-butoxycarbonyl)amino)tetrahydrofuran-3-Carboxylic acid methyl ester COC(=O)[C@H]1COC[C@H]1N(C(=O)OC(C)(C)C)CC(=O)OCC1=CC=CC=C1